C(C)(C)[Si](C(C)C)(C(C)C)C#CC1=C2C=C3C=CC=CC3=CC2=C(C2=CC3=CC=CC=C3C=C12)C#C[Si](C(C)C)(C(C)C)C(C)C 6,13-bis[(triisopropylsilyl)ethynyl]pentacene